3-(4-(4-(quinoxalin-2-yl)-1H-pyrazol-1-yl)piperidin-1-yl)benzoic acid N1=C(C=NC2=CC=CC=C12)C=1C=NN(C1)C1CCN(CC1)C=1C=C(C(=O)O)C=CC1